6-(4-(trifluoromethyl)-1H-pyrazol-1-yl)-2,3-dihydropyridazine-3-amine FC(C=1C=NN(C1)C=1C=CC(NN1)N)(F)F